1,2,3-trihexyloxypropaneN C(CCCCC)OC=C(COCCCCCC)OCCCCCC